CC1=C(C=CC=C1NC(=O)C=1SC=2CNCCC2N1)C1=CC=CC=C1 N-(2-methylbiphenyl-3-yl)-4,5,6,7-tetrahydro[1,3]thiazolo[5,4-c]pyridin-2-carboxamid